C1(=CC=CC=C1)[C@H]1CCC2=NC=3C(=NC(=CC3)C=3C=NC(=NC3)N3CCOCC3)N21 (R)-4-(5-(8-phenyl-7,8-dihydro-6H-pyrrolo[2',1':2,3]imidazo[4,5-b]pyridin-2-yl)pyrimidin-2-yl)morpholine